ClC=1C=C(C=O)C=CC1 3-chlorobenzaldehyde